CC1=NC=C(C=C1C#C[Si](C)(C)C)N1CCCC1 2-Methyl-5-(pyrrolidin-1-yl)-3-((trimethylsilyl)ethynyl)pyridine